1-(2,6-dimethylmorpholin-4-yl)hexadecan-1-one CC1CN(CC(O1)C)C(CCCCCCCCCCCCCCC)=O